3-(3-(4-(hydroxymethyl)phenoxy)azetidin-1-yl)-2-(1H-pyrazol-1-yl)benzoic acid OCC1=CC=C(OC2CN(C2)C=2C(=C(C(=O)O)C=CC2)N2N=CC=C2)C=C1